(2S,4R)-N-((R)-1-(4-carbamimidoylthiophen-2-yl)ethyl)-4-(methoxymethyl)-1-((4-phenoxybenzoyl)glycyl)pyrrolidine-2-carboxamide C(N)(=N)C=1C=C(SC1)[C@@H](C)NC(=O)[C@H]1N(C[C@@H](C1)COC)C(CNC(C1=CC=C(C=C1)OC1=CC=CC=C1)=O)=O